C(C)(C)(C)N1CCN(CC1)CC1=CC(=C(C=C1)C1=CC=C2C(=CC=NC2=C1)Cl)F 7-(4-((4-(tert-butyl)piperazin-1-yl)methyl)-2-fluorophenyl)-4-chloroquinoline